C(\C=C\C(=O)O)(=O)O.C(C)N(C(C1=C(C=CC(=C1)F)OC1=C(N=CN=N1)N1CC2(CN(C2)C(C(C)C)CC(CN(C)C(C)C)O)CC1)=O)C(C)C N-ethyl-5-fluoro-2-((5-(2-((3x-r,5x-r)-5-hydroxy-6-(isopropyl-(methyl)amino)-2-methylhex-3-yl)-2,6-diazaspiro[3.4]oct-6-yl)-1,2,4-triazin-6-yl)oxy)-N-isopropylbenzamide fumarate